ClC1=C(C(=CC=C1Cl)O)[C@H]1C[C@H]2COC(C(N2CC1)=O)CN1CC(C1)O (8R,9aS)-8-(2,3-dichloro-6-hydroxyphenyl)-3-[(3-hydroxyazetidin-1-yl)methyl]-hexahydro-1H-pyrido[2,1-c][1,4]oxazin-4-one